S(=O)(=O)(C1=CC=C(C)C=C1)N1[C@H](C[C@H](CC1)C(F)(F)F)C1=C(CNN2C=NC=C2C(=O)N)C=CC=C1 ((2-((2R,4S)-1-Tosyl-4-(trifluoromethyl)piperidin-2-yl)benzyl)amino)-1H-imidazole-5-carboxamide